3-(4-bromo-2-fluorophenoxy)pyridin-2(1H)-one BrC1=CC(=C(OC=2C(NC=CC2)=O)C=C1)F